(3-(3-sulfanylpropanoyloxy)-2,2-bis(3-sulfanylpropanoyloxymethyl)propyl) 3-sulfanylpropanoate SCCC(=O)OCC(COC(CCS)=O)(COC(CCS)=O)COC(CCS)=O